ClC1=C(C(=CC(=C1)Cl)Cl)\C=C(/C)\[N+](=O)[O-] 1,3,5-trichloro-2-((E)-2-nitro-propenyl)benzene